FC1=CC=C(C[C@@]2([C@H](CN(CC2)C(C2=C(N=CC=C2)C2=NC=NC=C2)=O)C)C#N)C=C1 (3R,4R)-4-(4-fluorobenzyl)-3-methyl-1-(2-(pyrimidin-4-yl)nicotinoyl)piperidine-4-carbonitrile